dimethyl-3,5-dihydroxyaniline CN(C1=CC(=CC(=C1)O)O)C